9α-fluoro-11β,16α,17α,21-tetrahydroxypregna-1,4-diene-3,20-dione C[C@]12C[C@@H]([C@]3([C@H]([C@@H]1C[C@H]([C@@]2(C(=O)CO)O)O)CCC4=CC(=O)C=C[C@@]43C)F)O